[C@H]12COC[C@H](CC1)N2C2=NC(=NC(=N2)N2C1(CCC1)COCC2)C2=CC=C(C=C2)NC(=O)NC=2C=C1COC(C1=CC2)=O 1-(4-(4-((1R,5S)-3-oxa-8-azabicyclo[3.2.1]octan-8-yl)-6-(8-oxa-5-azaspiro[3.5]nonan-5-yl)-1,3,5-triazin-2-yl)phenyl)-3-(1-oxo-1,3-dihydroisobenzofuran-5-yl)urea